6-L-prolyl-L-lysine N1[C@@H](CCC1)C(=O)C(CCC[C@H](N)C(=O)O)N